7-(4-bromo-5-fluoro-2-methylphenoxy)-[1,2,4]triazolo[1,5-a]pyridine BrC1=CC(=C(OC2=CC=3N(C=C2)N=CN3)C=C1F)C